NC1=NC=C(C2=C1C(=NN2[C@@H]2CN(CC2)C(C=C)=O)C#CC2=CC(=CC(=C2)OC)OC)C(CC)=O (S)-1-(3-(4-amino-3-((3,5-dimethoxyphenyl)ethynyl)-7-propionyl-1H-pyrazolo[4,3-c]pyridin-1-yl)pyrrolidin-1-yl)prop-2-en-1-one